FC1=CC=C(C=C1)NC(=O)C1(COC1)C(=O)O 3-[(4-fluorophenyl)-carbamoyl]oxetane-3-carboxylic acid